2,6-difluoro-3-(methanesulfonamido)benzoic Acid FC1=C(C(=O)O)C(=CC=C1NS(=O)(=O)C)F